C(C)N1C(N(C([C@]12CCN(CCC2)CC2CCOCC2)=O)C=2C=C(C#N)C=C(C2)C)=O (S)-3-(1-ethyl-2,4-dioxo-8-((tetrahydro-2H-pyran-4-yl)methyl)-1,3,8-triazaspiro[4.6]undec-3-yl)-5-methylbenzonitrile